2-ethoxyethyl 2,3-dimethylpentanoate CC(C(=O)OCCOCC)C(CC)C